[3,8-diazabicyclo[3.2.1]oct-8-yl](3-fluoro-6-methoxypyridin-2-yl)methanone C12CNCC(CC1)N2C(=O)C2=NC(=CC=C2F)OC